molybdenum-nickel-sulfide [Ni]=S.[Mo]